S(=O)(=O)(O)OS(=O)(=O)O disulfo ether